CCC(C)(C)[O-] tert-amylate